NCC1=CC=C(C=C1)COC1=C(C(=NN1C(=O)C=1C(=C(C(=O)O)C=CC1)Cl)C1NCCN(C1)C(=O)N1CCOCC1)OC 3-(5-{[4-(aminomethyl)phenyl]methoxy}-4-methoxy-3-[4-(morpholine-4-carbonyl)piperazin-2-yl]-1H-pyrazole-1-carbonyl)-2-chlorobenzoic acid